N1-cyclopentyl-N-(2-methoxyethyl)ethane-1,2-diamine C1(CCCC1)N(CCN)CCOC